6-((3R,4S)-3-aminotetrahydro-2H-pyran-4-yl)-7-bromo-2-chloro-N-(thiophen-2-ylmethyl)thieno[3,2-d]pyrimidine-4-amine formate C(=O)O.N[C@H]1COCC[C@@H]1C1=C(C=2N=C(N=C(C2S1)NCC=1SC=CC1)Cl)Br